NC(C(O)C1=CC=C(C(=O)OC(C)(C)C)C=C1)C(=O)OCC tert-butyl 4-(2-amino-3-ethoxy-1-hydroxy-3-oxopropyl)benzoate